4-methylphenyl 7-methylpyrrolo[1,2-c]pyrimidin-3-yl sulfone CC1=CC=C2N1C=NC(=C2)S(=O)(=O)C2=CC=C(C=C2)C